3-(N,N-diphenylamino)carbazole C1(=CC=CC=C1)N(C1=CC=CC=C1)C=1C=CC=2NC3=CC=CC=C3C2C1